C(C)(C)(C)OC(=O)N1CC(C1)CN1CCN2C1=C(C1=C2N=CN=C1N)C1=CC(=C(C=C1)OC1=NC(=CC=C1)C)F 3-((4-Amino-5-(3-fluoro-4-((6-methylpyridin-2-yl)oxy)phenyl)-7,8-dihydro-6H-imidazo[1',2':1,5]pyrrolo[2,3-d]pyrimidin-6-yl)methyl)azetidin-1-carboxylic acid tert-butyl ester